S1N=C(C2=C1C=CC=C2)NC(C2=CC=C(C=C2)F)=O N-(benzo[d]isothiazol-3-yl)-4-fluorobenzamide